12-(3-Fluorobutan-2-yl)-12-azatricyclo[6.3.1.02,7]dodeca-2,4,6-trien hydrochloride Cl.FC(C(C)N1C2C3=CC=CC=C3C1CCC2)C